C[C@@]1(CNCC1)CN(C([O-])=O)CCNC1=NC=2N(C=C1)N=CC2C=2C(=NC=CC2)OC2CC2 (R)-3-methylpyrrolidin-3-yl-(2-((3-(2-cyclopropoxypyridin-3-yl)pyrazolo[1,5-a]pyrimidin-5-yl)amino)-ethyl)(methyl)carbamate